1-(3-((7-methoxy-4-((2-((tetrahydro-2H-pyran-4-yl)oxy)-5-(thiophen-2-yl)phenyl)amino)quinazoline-6-yl)oxy)azetidin-1-yl)prop-2-en-1-one COC1=C(C=C2C(=NC=NC2=C1)NC1=C(C=CC(=C1)C=1SC=CC1)OC1CCOCC1)OC1CN(C1)C(C=C)=O